N,2-dimethyl-propionamide CNC(C(C)C)=O